N-(3-(4-fluoropiperidin-1-yl)-4-(trifluoromethyl)benzyl)-N,4-dimethylpiperidin-4-amine FC1CCN(CC1)C=1C=C(CN(C2(CCNCC2)C)C)C=CC1C(F)(F)F